((3-bromo-5-chlorophenyl)ethynyl)(tert-butyl)dimethylsilane BrC=1C=C(C=C(C1)Cl)C#C[Si](C)(C)C(C)(C)C